FC=1C=CC(=NC1)N1C(N(C=C(C1=O)C(=O)NC1=CC=C(OC2=CC=NC3=CN=C(C=C23)C(=O)NC2CCN(CC2)C)C=C1)C(C)C)=O 4-[4-[[3-(5-fluoro-2-pyridyl)-1-isopropyl-2,4-dioxo-pyrimidine-5-carbonyl]amino]phenoxy]-N-(1-methyl-4-piperidyl)-1,7-naphthyridine-6-carboxamide